N-(3-fluoro-4-(2-(methylamino)-8,9-dihydroimidazo[1',2':1,6]pyrido[2,3-d]pyrimidin-6-yl)phenyl)-N-(4-fluorophenyl)cyclopropane-1,1-dicarboxamide FC=1C=C(C=CC1C1=CC2=C(N=C(N=C2)NC)N2C1=NCC2)N(C(=O)C2(CC2)C(=O)N)C2=CC=C(C=C2)F